N-(5-amino-4-methylpyridin-2-yl)-6-fluoro-1-benzothiophene-2-carboxamide NC=1C(=CC(=NC1)NC(=O)C=1SC2=C(C1)C=CC(=C2)F)C